2-((6-(2-chloro-3-(3-chloro-2-(4-((((1s,4r)-4-hydroxycyclohexyl)amino)methyl)-3-methoxyphenyl)pyridin-4-yl)phenyl)-2-methoxypyridin-3-yl)methyl)-2,6-diazaspiro[3.4]octan-7-one ClC1=C(C=CC=C1C1=C(C(=NC=C1)C1=CC(=C(C=C1)CNC1CCC(CC1)O)OC)Cl)C1=CC=C(C(=N1)OC)CN1CC2(C1)CNC(C2)=O